tert-butyl 1-(6-(3-fluorophenyl)-4-(hydroxymethyl)pyridin-3-yl)-3-(methylcarbamoyl)piperidin-3-ylcarbamate FC=1C=C(C=CC1)C1=CC(=C(C=N1)N1CC(CCC1)(C(NC)=O)NC(OC(C)(C)C)=O)CO